2,6,8-trimethyl-3-amino-9-benzyl-9-methoxynonanoic acid CC(C(=O)O)C(CCC(CC(C(OC)CC1=CC=CC=C1)C)C)N